BrC1=C(C=C(C=C1F)C1=CC=C(C=C1)CC)F 2-bromo-1,3-difluoro-5-(4-ethylphenyl)benzene